N-(2-methoxy-4-(1-methyl-1H-imidazol-5-yl)phenyl)-5-(1-methyl-1H-pyrazol-4-yl)isoquinolin-3-amine COC1=C(C=CC(=C1)C1=CN=CN1C)NC=1N=CC2=CC=CC(=C2C1)C=1C=NN(C1)C